C1=CC=CC=2C3=CC=CC=C3C(C12)COC(=O)N[C@H](C(=O)O)CC1=CC(=CC=C1)C(NCCOCCOCCOCCOCCC(OC(C)(C)C)=O)=O (S)-2-((((9H-fluoren-9-yl)methoxy)carbonyl)amino)-3-(3-((17,17-dimethyl-15-oxo-3,6,9,12,16-pentaoxaoctadecyl)carbamoyl)phenyl)propanoic acid